deoxy cytidine-5'-triphosphate P(O)(=O)(OP(=O)(O)OP(=O)(O)O)OC[C@@H]1[C@H](C[C@@H](O1)N1C(=O)N=C(N)C=C1)O